BrC=1C=NN(C1)C1=CC(=CC=C1)COC 4-bromo-1-(3-(methoxymethyl)phenyl)-1H-pyrazole